CN1N=C(C=C1S(=O)(=O)N1CCC2(CC(CO2)N2CC3(CCOC3)CC2)CC1)C 8-((1,3-dimethyl-1H-pyrazol-5-yl)sulfonyl)-3-(2-oxa-7-azaspiro[4.4]nonan-7-yl)-1-oxa-8-azaspiro[4.5]decane